2-(1-(3,3-dimethylcyclohexyl) ethoxy)-2-methylpropyl cyclohexanecarboxylate C1(CCCCC1)C(=O)OCC(C)(C)OC(C)C1CC(CCC1)(C)C